1-{4-methyl-5-[(1-methylpyrazol-3-yl)amino]pyridin-2-yl}propan-1-one CC1=CC(=NC=C1NC1=NN(C=C1)C)C(CC)=O